tert-butyl (3R)-3-[3-[[6-[(6-tert-butyl-2-fluoro-pyridine-3-carbonyl)sulfamoyl]-2-pyridyl]amino]-3-(5-tert-butyl-2-pyridyl)propyl]piperidine-1-carboxylate C(C)(C)(C)C1=CC=C(C(=N1)F)C(=O)NS(=O)(=O)C1=CC=CC(=N1)NC(CC[C@@H]1CN(CCC1)C(=O)OC(C)(C)C)C1=NC=C(C=C1)C(C)(C)C